ethyl (E)-5-benzylsulfanylpent-2-enoate C(C1=CC=CC=C1)SCC/C=C/C(=O)OCC